CN1C(C2=CC=C(C=C2C(C1C)=C)[N+](=O)[O-])=O 2,3-dimethyl-4-methylene-6-nitro-3,4-dihydroisoquinolin-1(2H)-one